CC1OC2=C(O1)C=CC(=C2C)C(=O)NCC=2C(NC(=CC2SC)C)=O 2,4-dimethyl-N-((6-methyl-4-(methylthio)-2-oxo-1,2-dihydropyridin-3-yl)methyl)benzo[d][1,3]dioxole-5-carboxamide